7-(7-(8-ethyl-7-fluoro-3-hydroxynaphthalen-1-yl)-8-fluoro-2-(((2R,7aS)-2-fluorohexahydro-1H-pyrrolizin-7a-yl)methoxy)pyrido[4,3-d]pyrimidin-4-yl)-1,7-diazaspiro[3.5]nonan-2-one C(C)C=1C(=CC=C2C=C(C=C(C12)C1=C(C=2N=C(N=C(C2C=N1)N1CCC2(CC(N2)=O)CC1)OC[C@]12CCCN2C[C@@H](C1)F)F)O)F